N=C1C(C=CC=C1)C=1C(=O)NC(C1)=O nitrene-phenylmaleimide